FC(C)(F)C1=NC=CC(=N1)NC1=CC(=NC=C1C1=NC=NC(=C1)N(C)C)NC(C)=O N-(4-((2-(1,1-difluoroethyl)pyrimidin-4-yl)amino)-5-(6-(dimethylamino)pyrimidin-4-yl)pyridin-2-yl)acetamide